ClC1=C(C=CC=C1)C1(N=C(C(=N1)C1=CC(=C(C=C1)OC)OC)C1=C(C=CC=C1)Cl)C1(N=C(C(=N1)C1=CC=CC=C1)C1=CC=CC=C1)C1=C(C=CC=C1)Cl 2,2',5-tris-(o-chlorophenyl)-4-(3,4-dimethoxyphenyl)-4',5'-diphenylbiimidazole